FC1=CC=C(C=N1)OC1CC(C1)C(=O)NC1=CC(=C(C=C1)OC1=NC=CC=C1)C 3-((6-fluoropyridin-3-yl)oxy)-N-(3-methyl-4-(pyridin-2-yloxy)phenyl)cyclobutane-1-carboxamide